C(C)(C)(C)OC(=O)N1C(C=CC1)C(=O)O 1-(tert-butoxycarbonyl)-2,5-dihydro-1H-pyrrole-2-carboxylic acid